4-methoxy-N-(4-(3-methoxyazetidin-1-yl)phenyl)benzamide COC1=CC=C(C(=O)NC2=CC=C(C=C2)N2CC(C2)OC)C=C1